[({1-[5-(difluoromethyl)(1,3,4-thiadiazol-2-yl)]-4-[4-(2-methylpropanoyl)piperazinyl]-1H-indazol-6-yl}sulfonyl)amino]cyclopropanecarbonitrile FC(C1=NN=C(S1)N1N=CC2=C(C=C(C=C12)S(=O)(=O)NC1(CC1)C#N)N1CCN(CC1)C(C(C)C)=O)F